1H-3a,7-methanoazulen-6-yl 4-acetoxybenzoate C(C)(=O)OC1=CC=C(C(=O)OC=2C=CC34C=CCC3=CC2C4)C=C1